2-((3-oxoisoindolin-1-yl)methyl)benzonitrile O=C1NC(C2=CC=CC=C12)CC1=C(C#N)C=CC=C1